Cl.NC\C=C(\CS(=O)(=O)C1=CC=C(OCC2=CC=C(C=C2)S(=O)(=O)N(C)C)C=C1)/F (Z)-4-((4-((4-amino-2-fluorobut-2-en-1-yl)sulfonyl)phenoxy)methyl)-N,N-dimethylbenzenesulfonamide hydrochloride